C(=CC)[Si](OC)(OC)CC propenyl-ethyldimethoxysilane